(S)-6-(4-cyclopropyl-6-methoxypyrimidin-5-yl)4-(1-(4-(1-ethyl-4-(trifluoromethyl)-1H-imidazol-2-yl)phenyl)ethyl)4H-pyrazolo[3,4-d]pyrimidine C1(CC1)C1=NC=NC(=C1C1=N[C@H](C=2C(=N1)N=NC2)C(C)C2=CC=C(C=C2)C=2N(C=C(N2)C(F)(F)F)CC)OC